1,1-dicyclopropyl-3-[3-(1-isobutylpyrazolo[4,3-c]pyridin-6-yl)-1-tetrahydropyran-2-yl-pyrazol-4-yl]urea C1(CC1)N(C(=O)NC=1C(=NN(C1)C1OCCCC1)C1=CC2=C(C=N1)C=NN2CC(C)C)C2CC2